7-Methoxy-1-(3-methoxy-pyridin-4-yl)-3-methyl-8-(1-methyl-1H-pyrazol-4-yl)-1,3-dihydroimidazo[4,5-c]quinolin-2-one COC=1C(=CC=2C3=C(C=NC2C1)N(C(N3C3=C(C=NC=C3)OC)=O)C)C=3C=NN(C3)C